ClC1=C(C=CC=C1)C1=C(CCC(C1)(C)C)C(=O)OC methyl 2-(2-chlorophenyl)-4,4-dimethyl-cyclohexene-1-carboxylate